(R)-(N-(1-(4-(4-oxo-3,4-dihydro-phthalazin-1-yl)phenyl)ethyl)sulfamoyl)carbamic acid tert-butyl ester C(C)(C)(C)OC(NS(N[C@H](C)C1=CC=C(C=C1)C1=NNC(C2=CC=CC=C12)=O)(=O)=O)=O